C(C1=CC=CC=C1)S(=O)(=O)NN toluene-sulfonhydrazide